C1([C@H]2N(C(O1)=O)CCC2)=O (S)-tetrahydro-1H,3H-pyrrolo[1,2-c]oxazole-1,3-dione